4-Isocyanato-(3-methylbutyl)methyldimethoxysilan N(=C=O)CC(CC[Si](OC)(OC)C)C